(pyridin-2-yl)methyl (trans-4-((4-(4-chloro-1H-pyrazol-3-yl)-5-cyanopyrimidin-2-yl)amino)cyclohexyl)(5-(2-methoxypyrimidin-5-yl)pyridin-2-yl)carbamate ClC=1C(=NNC1)C1=NC(=NC=C1C#N)N[C@@H]1CC[C@H](CC1)N(C(OCC1=NC=CC=C1)=O)C1=NC=C(C=C1)C=1C=NC(=NC1)OC